7-[7-(2-fluoro-phenyl)-5-(4-chloro-phenyl)-7H-pyrrolo[2,3-d]Pyrimidine-4-oxy]-4-methylcoumarin FC1=C(C=CC=C1)N1C=C(C2=C1N=CN=C2OC2=CC=C1C(=CC(OC1=C2)=O)C)C2=CC=C(C=C2)Cl